(R)-1-(3-(3-(4-(2,6-difluorophenoxy)phenyl)-1H-pyrazolo[3,4-d]pyrimidin-1-yl)piperidin-1-yl)prop-2-en-1-one FC1=C(OC2=CC=C(C=C2)C2=NN(C3=NC=NC=C32)[C@H]3CN(CCC3)C(C=C)=O)C(=CC=C1)F